O=C1NC2=CC=CC=C2C(N1[C@@H](C(=O)OC)C)=O Methyl (2R)-2-(2,4-dioxo-1H-quinazolin-3-yl)propanoate